ClC1=CC=C(C=C1)C=1C(C(=C(N(C1COC)CC)C1=CC(=C(C=C1)Cl)Cl)C(=O)O)=O 5-(4-chlorophenyl)-2-(3,4-dichlorophenyl)-1-ethyl-6-(methoxymethyl)-4-oxo-pyridine-3-carboxylic acid